C1(=CC=C(C=C1)S(=O)(=O)N1C(C1)C(=O)N)C 1-(p-Tolylsulfonyl)aziridine-2-carboxamide